ClC1=NC=CC=C1CC(=O)N1C(CC2=CC(=CC(=C12)F)C1=CC(=NC=C1)NC1=CC=NN1C)COC 2-(2-chloropyridin-3-yl)-1-(7-fluoro-2-(methoxymethyl)-5-(2-((1-methyl-1H-pyrazol-5-yl)amino)pyridin-4-yl)indolin-1-yl)ethan-1-one